CC1=CC2=C(C3=CC=CC=C3C(=C2C=C1)C1=CC2=CC=CC=C2C=C1)C1=CC2=CC=CC=C2C=C1 2-methyl-9,10-di(naphthalen-2-yl)anthracene